FC1([C@H](CNC1)O)F (3S)-4,4-difluoropyrrolidin-3-ol